CC([C@@H](C(=O)N1C(C2C(C2C1)(C)C)C(=O)N)NC(C(F)(F)F)=O)(C)C 3-[(S)-3,3-Dimethyl-2-(2,2,2-trifluoroacetylamino)butyryl]-6,6-dimethyl-3-azabicyclo[3.1.0]Hexane-2-carboxamide